xylenol sodium salt [Na].C1(C(C=CC=C1)C)(C)O